CN(C)C=C1CCC(C1=O)(C(F)(F)F)C 5-((dimethylamino)methylene)-2-methyl-2-(trifluoromethyl)cyclopentan-1-one